2,4-diphenyl-6-(2-hydroxy-4-methoxyphenyl)-s-triazine C1(=CC=CC=C1)C1=NC(=NC(=N1)C1=CC=CC=C1)C1=C(C=C(C=C1)OC)O